{3-[2-({[(3-fluoro(2-pyridyl))cyclobutyl]methyl}amino)pyrimidin-5-yl]-4-hydroxyphenyl}-N-methylcarboxamide FC=1C(=NC=CC1)C1(CCC1)CNC1=NC=C(C=N1)C=1C=C(C=CC1O)C(=O)NC